[C@@H]12OC[C@@H](N(C1)C[C@H]1CSC=3C(=C(C=C4C(=NC(N1C34)=O)N3CCN(CC3)C(C=C)=O)C(F)(F)F)C3=CC=C(C=C3)F)C2 (S)-3-(((1S,4S)-2-oxa-5-azabicyclo[2.2.1]heptan-5-yl)methyl)-7-(4-acryloylpiperazin-1-yl)-10-(4-fluorophenyl)-9-(trifluoromethyl)-2,3-dihydro-5H-[1,4]thiazino[2,3,4-ij]quinazolin-5-one